Cl[Ni-](C1=C(C=C(C(=C1PC1=CC=CC=C1)C1CCCCC1)C1CCCCC1)C)C1=C(C=C(C(=C1PC1=CC=CC=C1)C1CCCCC1)C1CCCCC1)C chlorobis[dicyclohexyl-(phenyl)phosphino-tolyl]nickel (II)